1-[4-[(6R,7R)-7-[6-amino-4-methyl-3-(trifluoromethyl)-2-pyridinyl]-6-methyl-5,6,7,8-tetrahydroquinazolin-4-yl]Piperazin-1-yl]Prop-2-en-1-one NC1=CC(=C(C(=N1)[C@H]1[C@@H](CC=2C(=NC=NC2C1)N1CCN(CC1)C(C=C)=O)C)C(F)(F)F)C